7-amino-5-fluoro-3,4-dihydronaphthalen-1(2H)-one NC1=CC(=C2CCCC(C2=C1)=O)F